FC(C1CC1)(F)F 1-(trifluoromethyl)cyclopropane